FC=1C=CC(=C(C(=O)N(C(C)C)C(C)C)C1)O 5-fluoro-2-hydroxy-N,N-di(propan-2-yl)benzamide